C(=O)OC(C=1C(N)=CC=CC1)=O Formyl-anthranilate